2-(5-methyl-1,3,4-oxadiazol-2-yl)piperazine-1-carboxylic acid tert-butyl ester C(C)(C)(C)OC(=O)N1C(CNCC1)C=1OC(=NN1)C